N-(3-chlorophenyl)pyrimido[1',6':1,5]pyrazolo[4,3-c][2,7]naphthyridin-5-amine ClC=1C=C(C=CC1)NC1=NC=2C(C3=CC=NC=C13)=NN1C2C=CN=C1